C(C)(C)N1N=C2C(=NN(C(C2=C1)=O)C1(CC1)C(=O)O)C(C)C (2,7-diisopropyl-4-oxo-2,4-dihydro-5H-pyrazolo[3,4-d]pyridazin-5-yl)cyclopropane-1-carboxylic acid